methyl 4-(bis(4-methoxybenzyl)amino)-1-(2-chloro-6-methyl-4-(trifluoromethyl)phenyl)-6-oxo-1,6-dihydropyrimidine-5-carboxylate COC1=CC=C(CN(C=2N=CN(C(C2C(=O)OC)=O)C2=C(C=C(C=C2C)C(F)(F)F)Cl)CC2=CC=C(C=C2)OC)C=C1